fluorophosphoric acid diethyl ester C(C)OP(OCC)(=O)F